COC1=C(C2=C(C(=NO2)C)C=C1)S(=O)(=O)NC(=O)C1=NC2=CC=CC(=C2C=C1)C1=NC=CC=C1 N-((6-methoxy-3-methylbenzo[d]isoxazol-7-yl)sulfonyl)-5-(pyridin-2-yl)quinoline-2-carboxamide